FC1=C(C=C(C(=C1)C)C=1C=C(C=2N(C1)C=C(N2)C)N2CCOCC2)NC(=O)N2C[C@@H](CC2)CC(F)(F)F (S)-N-(2-fluoro-4-methyl-5-(2-methyl-8-morpholinoimidazo[1,2-a]pyridin-6-yl)phenyl)-3-(2,2,2-trifluoroethyl)pyrrolidine-1-carboxamide